C(#N)C1=CC(=C(C=C1)NC(C(C)(C)N1N=CC(=C1)C#CC1CN(C1)C=1C=C2C(N(C(C2=CC1)=O)C1C(NC(CC1)=O)=O)=O)=O)N1N=CC=C1 N-(4-cyano-2-(1H-pyrazol-1-yl)phenyl)-2-(4-((1-(2-(2,6-dioxopiperidin-3-yl)-1,3-dioxoisoindolin-5-yl)azetidin-3-yl)ethynyl)-1H-pyrazol-1-yl)-2-methylpropanamide